BrC=1C=C(C=CC1)N(S(=O)(=O)C)CC1=C(C=C(C=C1)C=1OC(=NN1)C(F)(F)F)F N-(3-bromophenyl)-N-(2-fluoro-4-(5-(trifluoromethyl)-1,3,4-oxadiazol-2-yl)benzyl)methanesulfonamide